methacrylic acid cyanoacrylate C(#N)OC(C=C)=O.C(C(=C)C)(=O)O